3-(4-amino-3-(2-fluoro-4-phenoxyphenyl)-1H-pyrazolo[3,4-d]pyrimidin-1-yl)cyclopentanone NC1=C2C(=NC=N1)N(N=C2C2=C(C=C(C=C2)OC2=CC=CC=C2)F)C2CC(CC2)=O